CC1=C(CNC=2C=3N(C=C(C2)NC([C@H](C)NC(OC(C)(C)C)=O)=O)C(=C(N3)C)C)C(=CC=C1)C Tert-butyl (S)-(1-((8-((2,6-dimethylbenzyl)amino)-2,3-dimethylimidazo[1,2-a]pyridin-6-yl)amino)-1-oxopropan-2-yl)carbamate